tert-Butyl (2-((8-carbamoylbenzo[c][2,6]naphthyridin-5-yl)amino)ethyl)(4-(((2-chloro-2'-(2-((2-(trimethylsilyl)ethoxy)methoxy)ethyl)-[1,1'-biphenyl]-4-yl)methyl)amino)butyl)carbamate C(N)(=O)C=1C=CC2=C(N=C(C3=CC=NC=C23)NCCN(C(OC(C)(C)C)=O)CCCCNCC2=CC(=C(C=C2)C2=C(C=CC=C2)CCOCOCC[Si](C)(C)C)Cl)C1